(R)-3-((5-chloro-1H-indol-2-yl)methyl)-1-methyl-1-(1-(5-methyl-1H-imidazole-4-carbonyl)piperidin-3-yl)urea ClC=1C=C2C=C(NC2=CC1)CNC(N([C@H]1CN(CCC1)C(=O)C=1N=CNC1C)C)=O